NC1=CC=C(C=2C(C3=CC=CC=C3C(C12)=O)=O)N 1,4-Diaminoanthraquinone